(E)-1-(9H-fluoren-2-yl)-2,2-difluoro-4-iodo-4-phenyl-3-buten-1-one C1=C(C=CC=2C3=CC=CC=C3CC12)C(C(\C=C(/C1=CC=CC=C1)\I)(F)F)=O